[N-]=C=O.[N-]=C=O.CC1=CC2=CC=CC(=C2C=C1)C 2,5-dimethylnaphthalene diisocyanate